C(C=C)(=O)N1CC(CC1)N1C(N(C=2C=NC=CC21)C2=CC=C(C=C2)OC=2N=NC=CC2)=O 1-(1-acryloylpyrrolidin-3-yl)-3-(4-(pyridazin-3-yloxy)phenyl)-1H-imidazo[4,5-c]pyridin-2(3H)-one